CC=1C=C(C=CC1C)C1=CC=C(C=C1)C(=O)N 3',4'-dimethyl-[1,1'-biphenyl]-4-carboxamide